cis-8-dimethylamino-3-[4-methyl-6-(trifluoromethyl)-pyridin-3-yl]-8-thiophen-2-yl-1,3-diazaspiro[4.5]decan-2-one CN(C1(CCC2(CN(C(N2)=O)C=2C=NC(=CC2C)C(F)(F)F)CC1)C=1SC=CC1)C